N-(4-((6,7-dimethoxyquinolin-4-yl)oxy)naphthalen-1-yl)-3-methoxybenzamide COC=1C=C2C(=CC=NC2=CC1OC)OC1=CC=C(C2=CC=CC=C12)NC(C1=CC(=CC=C1)OC)=O